S1C=NC2=C1C=C(C=C2)NC2=NC=C1N(C(N(C1=N2)C2CCOCC2)=O)C 2-(benzo[d]thiazol-6-ylamino)-7-methyl-9-(tetrahydro-2H-pyran-4-yl)-7,9-dihydro-8H-purine-8-one